[W].[Cu].[Yb] ytterbium copper tungsten